(S)-3-(3-fluoro-4-(6-(2-vinyl-2H-tetrazol-5-yl)pyridin-3-yl)phenyl)-5-(1-hydroxy-2,2,2-trifluoroethyl)oxazolidin-2-one FC=1C=C(C=CC1C=1C=NC(=CC1)C=1N=NN(N1)C=C)N1C(O[C@@H](C1)C(C(F)(F)F)O)=O